C(#N)C1=CC(=C(COC2=CC(=CC(=N2)N2CCN(CC2)[C@@H](C)C2=NC3=C(N2C[C@H]2OCC2)C=CC=C3)OC)C=C1)F 2-((S)-1-(4-(6-((4-cyano-2-fluorobenzyl)oxy)-4-methoxypyridin-2-yl)piperazin-1-yl)ethyl)-1-(((S)-oxetan-2-yl)methyl)-1H-benzo[d]imidazol